N1(CCCC1)CCOCCO 2-[2-(1-pyrrolidinyl)ethoxy]ethanol